1-chloro-4-[(3-methylcyclohexyl)oxy]-2-nitrobenzene ClC1=C(C=C(C=C1)OC1CC(CCC1)C)[N+](=O)[O-]